C(C)OC(=O)C=1NC2=CC(=CC=C2C1I)Cl 6-Chloro-3-iodo-1H-indole-2-carboxylic acid ethyl ester